methyl (trans-4-{[1-methyl-2-oxo-5-(4,4,5,5-tetramethyl-1,3,2-dioxaborolan-2-yl)-1,2-dihydropyridin-4-yl]oxy}cyclohexyl)carbamate CN1C(C=C(C(=C1)B1OC(C(O1)(C)C)(C)C)O[C@@H]1CC[C@H](CC1)NC(OC)=O)=O